6-cyclopropyl-4-[2-(4-methyl-1,2,4-triazol-3-yl)-phenyl]-pyridine-2-carboxamide C1(CC1)C1=CC(=CC(=N1)C(=O)N)C1=C(C=CC=C1)C1=NN=CN1C